[Si](C)(C)(C(C)(C)C)NS(=O)(=O)C1=CC=C(C=C1)CN(C)C N-(tert-butyldimethylsilyl)-4-((dimethylamino)methyl)benzenesulfonamide